(1R,3S,4R)-N-[(1R)-1-cyano-2-[(3R)-2-oxo-3-piperidyl]ethyl]-2-[(2R)-3,3-dimethyl-2-[(2,2,2-trifluoroacetyl)amino]butanoyl]-5,5-difluoro-2-azabicyclo[2.2.2]octane-3-carboxamide C(#N)[C@@H](C[C@@H]1C(NCCC1)=O)NC(=O)[C@H]1N([C@H]2CC([C@@H]1CC2)(F)F)C([C@@H](C(C)(C)C)NC(C(F)(F)F)=O)=O